(R)-2-(1-(2-(1,3,4-oxadiazol-2-yl)-2-azaspiro[3.4]oct-6-yl)piperidin-4-yl)-4-fluorophenol O1C(=NN=C1)N1CC2(C1)C[C@@H](CC2)N2CCC(CC2)C2=C(C=CC(=C2)F)O